2'-((3-(((3S,4S)-4-fluoro-1-methylpyrrolidin-3-yl)oxy)-1H-pyrazol-4-yl)amino)-7'-((1R,3R)-3-hydroxycyclohexyl)spiro[cyclopropane-1,5'-pyrrolo[2,3-d]pyrimidin]-6'(7'H)-one F[C@@H]1[C@H](CN(C1)C)OC1=NNC=C1NC=1N=CC2=C(N1)N(C(C21CC1)=O)[C@H]1C[C@@H](CCC1)O